5,5'-((anthracene-9,10-diylbis(methylene))bis(oxy))bisisophthalic acid C1=CC=CC2=C(C3=CC=CC=C3C(=C12)COC=1C=C(C=C(C(=O)O)C1)C(=O)O)COC=1C=C(C=C(C(=O)O)C1)C(=O)O